NC1=C2N=C(N(C2=NC=N1)CCNC=O)SC1=CC2=C(OCO2)C=C1N(C)C N-(2-(6-amino-8-((6-(dimethylamino)benzo[d][1,3]dioxol-5-yl)thio)-9H-purin-9-yl)ethyl)formamide